Cl.NC1CC(CCC1)C1=C2C(=C(NC2=C(C(=C1F)F)C(=O)N)C)Cl 4-(3-aminocyclohexyl)-3-chloro-5,6-difluoro-2-methyl-1H-indole-7-carboxamide hydrochloride